2-(7-((2s,5r)-4-(1-(2-(cyanomethyl)-4-fluorophenyl)ethyl)-2,5-dimethylpiperazin-1-yl)-4-methyl-5-oxo-4,5-dihydro-2H-pyrazolo[4,3-b]pyridin-2-yl)acetonitrile C(#N)CC1=C(C=CC(=C1)F)C(C)N1C[C@@H](N(C[C@H]1C)C=1C=2C(N(C(C1)=O)C)=CN(N2)CC#N)C